1-[4-[7-(3-hydroxy-1-naphthyl)-2-[[(2S)-1-methylpyrrolidin-2-yl]methoxy]-5,6,7,8-tetrahydroquinazolin-4-yl]piperazin-1-yl]prop-2-en-1-one OC=1C=C(C2=CC=CC=C2C1)C1CCC=2C(=NC(=NC2C1)OC[C@H]1N(CCC1)C)N1CCN(CC1)C(C=C)=O